C(#N)C1=CC=C(CN2C3=C(C(=C(CC2=O)C(=O)NC)O)C=CC=C3)C=C1 1-(4-cyanobenzyl)-5-hydroxy-N-methyl-2-oxo-2,3-dihydro-1H-benzo[b]azepine-4-carboxamide